ClC=1C(=C(C(=NC1)N)[N+](=O)[O-])NC1CCN(CC1)CC1=CC=C(C=C1)[Si](C)(C)C 5-chloro-3-nitro-N4-(1-(4-(trimethylsilyl)benzyl)piperidin-4-yl)pyridine-2,4-diamine